ClC1=NC(=CC(=C1)C(CC)=O)Cl 2,6-dichloro-4-propionyl-pyridine